COC=1C(=CC(=C(C1)NC=1C=C(C2=C(OCC(N2)=O)C1)C)C)N1CCC(CC1)C(F)(F)F 7-((5-methoxy-2-methyl-4-(4-(trifluoromethyl)piperidin-1-yl)phenyl)amino)-5-methyl-2H-benzo[b][1,4]oxazin-3(4H)-one